4-[(ethylamino)methyl]catechol hydrobromide Br.C(C)NCC=1C=C(C(O)=CC1)O